(3-(cyclopentylamino)phenyl)(4-((3,4-dihydroisoquinolin-2(1H)-yl)methyl)-4-hydroxypiperidin-1-yl)methanone C1(CCCC1)NC=1C=C(C=CC1)C(=O)N1CCC(CC1)(O)CN1CC2=CC=CC=C2CC1